C(=O)C1=CC=C(C=C1)C=1C=CC(=NC1)C=O 5-(4-Formylphenyl)-2-pyridinecarboxaldehyde